C(C1CO1)OCCC[Si](OC)(OC)OC [3-(2,3-Epoxypropoxy)propyl]trimethoxysilane